NC1=C(C(N(C(N1)=O)CC1=NC(=NO1)CCC1=CC=C(C=C1)Cl)=O)C 6-amino-3-((3-(4-chlorophenethyl)-1,2,4-oxadiazol-5-yl)methyl)-5-methylpyrimidine-2,4(1H,3H)-dione